BrC=1C=2N(C(NC1)=O)C=C(N2)C(=O)N 8-bromo-5-oxo-5,6-dihydroimidazo[1,2-c]pyrimidine-2-carboxamide